4-[3-bromo-N-(2,2-difluoroethyl)-2-fluoro-anilino]-5-fluoro-1-(trideuteriomethyl)quinazolin-2-one BrC=1C(=C(N(CC(F)F)C2=NC(N(C3=CC=CC(=C23)F)C([2H])([2H])[2H])=O)C=CC1)F